ClC=1C=C(C=C2C(=C(C=NC12)C#N)NCC(C)(C)C)N[C@H](C=1N=NN(C1)C1CC12CC2)C=2C(=NC(=CC2)F)C 8-chloro-6-(((1S)-(6-fluoro-2-methylpyridin-3-yl)(1-(spiro[2.2]pentan-1-yl)-1H-1,2,3-triazol-4-yl)methyl)amino)-4-(neopentylamino)quinoline-3-carbonitrile